5-carbonyl-chloropyrimidine methyl-(2S,5R)-5-[[2-(4-chlorophenoxy)acetyl]amino]tetrahydropyran-2-carboxylate COC(=O)[C@H]1OC[C@@H](CC1)NC(COC1=CC=C(C=C1)Cl)=O.C(=O)=C1CN=C(N=C1)Cl